Sodium Sulfate 3-Hydroxypropyldecanoate OCCCOC(CCCCCCCCC)=O.S(=O)(=O)([O-])[O-].[Na+].[Na+]